ClC=1N=C(C2=C(N1)N(C=C2)S(=O)(=O)C2=CC=C(C)C=C2)Cl 2,4-dichloro-7-p-toluenesulfonyl-7H-pyrrolo[2,3-d]Pyrimidine